(R)-2-(1-(4-ethyl-1,4-diazepan-1-yl)butyl)-6-fluoro-3-methylquinazolin-4(3H)-one C(C)N1CCN(CCC1)[C@H](CCC)C1=NC2=CC=C(C=C2C(N1C)=O)F